COC[C@H](C(N1C(C(N(C(C1([2H])[2H])([2H])[2H])C1=CC(=C(C=C1)[2H])OC(F)(F)F)([2H])[2H])([2H])[2H])=O)NC(C)=O (R,S)-N-(3-methoxy-1-oxo-1-(4-(3-(trifluoromethoxy)phenyl-4-d)piperazin-1-yl-2,2,3,3,5,5,6,6-d8)propan-2-yl)acetamide